FC1=C(C=CC(=C1)C(F)(F)F)S(=O)(=O)N1CCC2(CN(C2)C(=O)N2CC3(C2)NC(OC3)=O)CC1 2-[7-[2-fluoro-4-(trifluoromethyl)phenyl]sulfonyl-2,7-diazaspiro[3.5]nonane-2-carbonyl]-7-oxa-2,5-diazaspiro[3.4]octan-6-one